C(C)N(CCN1C=CC2=C1N=CN=C2OC2=CC=C(C=C2)NC(CC2=CC=C(C=C2)C(F)(F)F)=O)CC N-(4-((7-(2-(diethylamino)ethyl)-7H-pyrrolo[2,3-D]pyrimidin-4-yl)oxy)phenyl)-2-(4-(trifluoromethyl)phenyl)acetamide